COC(/C=C/CN1CC2(CN(C2)C(=O)OC(C)(C)C)CC1)=C=O tert-butyl (E)-6-(4-methoxy-4-carbonylbut-2-en-1-yl)-2,6-diazaspiro[3.4]octane-2-Carboxylate